NC1=CC=C(C=N1)C1C(COCC1)=O 4-(6-amino-3-pyridinyl)tetrahydropyran-3-one